FCN1C(N(C=2C1=NC=C(C2)C=2SC(=CC2)C(F)(F)F)CC(=O)N(C)C)=O 2-[3-(fluoromethyl)-2-oxo-6-[5-(trifluoromethyl)-2-thienyl]imidazo[4,5-b]pyridin-1-yl]-N,N-dimethyl-acetamide